C(C1=CC=CC=C1)C1C(N(CCC2N1C(CN(C2)C(CCC2=CC=CC=C2)=O)=O)CCC(C)C)=O 6-benzyl-8-isopentyl-2-(3-phenylpropanoyl)hexahydropyrazino[1,2-d][1,4]diazepine-4,7(1H,6H)-dione